(E,Z)-7,9-dodecadienal C(CCCCC\C=C\C=C/CC)=O